8-(2-methoxy-4-{6-oxo-2H,4H,5H,6H,7H-pyrazolo[3,4-b]pyridin-4-yl}phenoxy)quinoline-5-carboxylic acid methyl ester COC(=O)C=1C=2C=CC=NC2C(=CC1)OC1=C(C=C(C=C1)C1C=2C(NC(C1)=O)=NNC2)OC